C1=CC=C2C(=C1)C(=CN2)C(C#N)SC[C@@H](C(=O)NCC(=O)[O-])NC(=O)CC[C@@H](C(=O)[O-])[NH3+] The molecule is a peptide anion obtained by deprotonation of the carboxy groups and protonation of the free amino group of gammaGluCys(IAN)Glu. It is a conjugate base of a gammaGluCys(IAN)Gly.